N1(CCCCCC1)C(=O)O azepanecarboxylic acid